FC1=C(C=CC=C1)C1=C(C(=NC=C1)C1CCC(CC1)=O)NC(=O)C=1C=NC(=NC1)C(C)C N-(4-(2-fluorophenyl)-2-(4-oxocyclohexyl)pyridin-3-yl)-2-isopropylpyrimidine-5-carboxamide